(2-methoxycarbonylthieno[3,2-b]pyridin-7-yl)boronic acid COC(=O)C1=CC2=NC=CC(=C2S1)B(O)O